CN1N=CC(=C1)C1=CC(=C2C=CC=NC2=C1)OC[C@@H]1CNCCO1 7-(1-methyl-1H-pyrazol-4-yl)-5-{[(2S)-morpholin-2-yl]methoxy}quinoline